O1C=C(C2=C1C=CC=C2)C[C@H](NC(=O)C2CC1(CCCO1)CC2)B(O)O ((1R)-2-(benzofuran-3-yl)-1-(1-oxaspiro[4.4]nonane-7-carboxamido)ethyl)boronic acid